1-((1-trityl-1H-imidazol-4-yl)methyl)-1H-indole-4-carbaldehyde C(C1=CC=CC=C1)(C1=CC=CC=C1)(C1=CC=CC=C1)N1C=NC(=C1)CN1C=CC=2C(=CC=CC12)C=O